5-bromo-3-methylpyrimidin-4(3H)-one BrC=1C(N(C=NC1)C)=O